(E)-3-(4-bromophenyl)-1-(6-(4-methoxybenzoyl)-2,6-diazaspiro[3.3]heptan-2-yl)prop-2-en-1-one BrC1=CC=C(C=C1)/C=C/C(=O)N1CC2(C1)CN(C2)C(C2=CC=C(C=C2)OC)=O